C1(CC1)CC1=CC=C(C=C1)B(O)O 4-cyclopropylmethylphenylboronic acid